N-(tert-butyl)-2-(methyl(2-(5-methylpyridin-2-yl)-6,7-dihydro-5H-cyclopenta[d]pyrimidin-4-yl)amino)acetamide formate C(=O)O.C(C)(C)(C)NC(CN(C=1C2=C(N=C(N1)C1=NC=C(C=C1)C)CCC2)C)=O